6-methoxy-2-methyl-N-[1-[[(3R)-3-piperidyl]methyl]pyrazolo[3,4-d]pyrimidin-6-yl]-3,4-dihydro-1H-isoquinolin-7-amine 2,2,2-trifluoroacetate FC(C(=O)O)(F)F.COC=1C=C2CCN(CC2=CC1NC1=NC=C2C(=N1)N(N=C2)C[C@H]2CNCCC2)C